methyl 1-{5-chloro-7-oxo-7,8-dihydro-6H-spiro[[1,3]oxazolo[5,4-f]quinazoline-9,1'-cyclohexane]-2-ylmethyl}piperidine-4-carboxylate ClC=1C=C2C(=C3C1NC(NC31CCCCC1)=O)OC(=N2)CN2CCC(CC2)C(=O)OC